(3E)-14,14-dioctyloxy-1,3-tetradecadiene C(CCCCCCC)OC(CCCCCCCCC/C=C/C=C)OCCCCCCCC